(S)-1-(3,6-dihydro-2H-pyran-4-yl)-6-(5-(3,5-dimethylisoxazol-4-yl)-1-((R)-2-methyl-4,5,6,7-tetrahydrobenzo[d]thiazol-6-yl)-1H-benzo[d]imidazol-2-yl)piperidin-2-one O1CCC(=CC1)N1C(CCC[C@H]1C1=NC2=C(N1[C@H]1CC3=C(N=C(S3)C)CC1)C=CC(=C2)C=2C(=NOC2C)C)=O